heptadecylformamide C(CCCCCCCCCCCCCCCC)NC=O